Cl.FC(C1=NC=CC(=N1)N1CC2(CC1)CCNCC2)(F)F 2-(2-(trifluoromethyl)pyrimidin-4-yl)-2,8-diazaspiro[4.5]decane hydrochlorid